(3R)-N-[3-[5-(2-cyclopropylpyrimidin-5-yl)-1H-pyrrolo[2,3-b]pyridine-3-carbonyl]-2,4-difluorophenyl]-3-fluoropyrrolidine-1-sulfonamide C1(CC1)C1=NC=C(C=N1)C=1C=C2C(=NC1)NC=C2C(=O)C=2C(=C(C=CC2F)NS(=O)(=O)N2C[C@@H](CC2)F)F